(cis)-(1-benzyloxycarbonyl-4-ethyl-pyrrolidin-3-yl)carbamic acid tert-butyl ester C(C)(C)(C)OC(N[C@@H]1CN(C[C@@H]1CC)C(=O)OCC1=CC=CC=C1)=O